5-(((trans)-3-(4-(2-(4-((6-(cyclopropanecarbonyl)pyridin-2-yl)methoxy)phenyl)propan-2-yl)phenoxy)cyclobutyl)amino)-2-(2,6-dioxopiperidin-3-yl)isoindolin-1,3-dione C1(CC1)C(=O)C1=CC=CC(=N1)COC1=CC=C(C=C1)C(C)(C)C1=CC=C(O[C@@H]2C[C@H](C2)NC=2C=C3C(N(C(C3=CC2)=O)C2C(NC(CC2)=O)=O)=O)C=C1